ethyl 2-(isodecyl)-2-cyanoacetate C(CCCCCCC(C)C)C(C(=O)OCC)C#N